FC(C1=NN(C=C1NC(=O)C=1C=NN2C1N=C(C=C2)N2C[C@H](CCC2)OC2OCCCC2)C2CCC(CC2)CO)F N-(3-(difluoromethyl)-1-((1R,4S)-4-(hydroxymethyl)cyclohexyl)-1H-pyrazole-4-yl)-5-((3S)-3-((tetrahydro-2H-pyran-2-yl)oxy)piperidin-1-yl)pyrazolo[1,5-a]pyrimidine-3-Formamide